NCC1=CC=C(CNC=2N=CC(=NC2)C(=O)NC2=C(C=CC=C2)NC(OC(C)(C)C)=O)C=C1 tert-butyl (2-(5-((4-(aminomethyl)benzyl)amino)pyrazine-2-carboxamido)phenyl)carbamate